SCCC=1NC=CN1 Mercaptoethyl-imidazole